CC1=NON=C1C1=NC2=C(N1CC=1C=NC=CC1)C=CC=C2 3-methyl-4-[1-(pyridin-3-ylmethyl)benzoimidazol-2-yl]-1,2,5-oxadiazole